BrC=1C(=C(NC2=NC=NC3=CC4=C(C=C23)O[C@H](CO4)CO)C=CC1)F [(7S)-4-(3-Bromo-2-fluoroanilino)-7,8-dihydro[1,4]dioxino[2,3-g]quinazolin-7-yl]methanol